2-(3-(3-((cyclobutylmethyl)carbamoyl)-1H-pyrazol-5-yl)phenyl)-N-(pentan-3-yl)oxazole-5-carboxamide C1(CCC1)CNC(=O)C1=NNC(=C1)C=1C=C(C=CC1)C=1OC(=CN1)C(=O)NC(CC)CC